methyl (R)-2-formyl-4-(3-(hydroxymethyl)pyrrolidin-1-yl)benzoate C(=O)C1=C(C(=O)OC)C=CC(=C1)N1C[C@@H](CC1)CO